C(C)S(=O)(=O)NC1C(N(CC1)C(=O)OC(C)(C)C)CC=1C=C(C=CC1)C1=C(C=CC=C1)C#CCCC(=O)OC tert-butyl 3-(ethylsulfonamido)-2-((2'-(5-methoxy-5-oxopent-1-yn-1-yl)-[1,1'-biphenyl]-3-yl)methyl)pyrrolidine-1-carboxylate